O1CCN(CC1)C=1C2=C(N=CN1)NC(=C2)C2=CC=C(C=C2)NC(=O)N2CCN(CC2)C2CCNCC2 N-(4-(4-morpholino-7H-pyrrolo[2,3-d]pyrimidin-6-yl)phenyl)-4-(piperidin-4-yl)piperazine-1-carboxamide